2-[6-(ethylamino)-4-[(1r,3s)-3-methyl-1-(4-methyl-1,2,4-triazol-3-yl)cyclobutyl]pyridin-2-yl]-4-methanesulfinyl-6-{[(3S)-3-methylpiperidin-1-yl]methyl}-3H-isoindol-1-one C(C)NC1=CC(=CC(=N1)N1C(C2=CC(=CC(=C2C1)S(=O)C)CN1C[C@H](CCC1)C)=O)C1(CC(C1)C)C1=NN=CN1C